C(C)OC(=O)C=1C(NC(=CC1)Cl)=O 6-chloro-2-oxo-1,2-dihydropyridine-3-carboxylic acid ethyl ester